ClC1=C(C(=CC=C1F)Cl)[C@H](C)O (S)-2,6-dichloro-3-fluorophenyl-ethanol